C(C)(=O)C1=CC(=CN2C1=NC(=C(C2=O)C)N2CCC(CC2)(C)C)C 9-acetyl-2-(4,4-dimethylpiperidin-1-yl)-3,7-dimethyl-4H-pyrido[1,2-a]pyrimidin-4-one